[O-]S(=O)(=O)C(F)(F)F.BrC1=CC=C(C=C1)C(C1=CN(C2=CC=CC=C12)C)[P+](C1=CC=CC=C1)(C1=CC=CC=C1)C1=CC=CC=C1 ((4-bromophenyl)(1-methyl-1H-indol-3-yl)methyl)triphenylphosphonium triflate